Bis(1,1-dimethylethylphenyl)iodonium CC(C)(C)C1=C(C=CC=C1)[I+]C1=C(C=CC=C1)C(C)(C)C